FC(C(=O)O)(F)F.CNCCCOC1=CC=C(C=C1)[C@@H]1CC[C@H](CC1)OC=1N=NNC1C(=O)O 4-(((trans)-4-(4-(3-(methylamino)propoxy)phenyl)cyclohexyl)oxy)-1H-1,2,3-triazole-5-carboxylic acid 2,2,2-trifluoroacetate